NC1=C(C(=CC=C1)C)N[C@H]1CN(CCCC1)C(=O)OC(C)(C)C tert-butyl (R)-3-((2-amino-6-methylphenyl)amino)azepane-1-carboxylate